C[C@@]12CC[C@@H]3[C@@]([C@H]1CC=C4[C@]2(CC[C@@]5([C@H]4CC(CC5)(C)C)C(=O)O)C)(C[C@H]([C@@H](C3(C)C)O)O)C (2alpha,3beta)-2,3-dihydroxyolean-12-en-28-oic acid